(S)-11-(2-(benzyloxy)ethyl)-4-ethyl-8-fluoro-4-hydroxy-1H-pyrano[3',4':6,7]indolizino[2,1-b]quinoline-3,6,14(4H,11H,12H)-trione C(C1=CC=CC=C1)OCCN1C2=C(C(C3=CC(=CC=C13)F)=O)C1=CC3=C(C(N1C2)=O)COC([C@]3(O)CC)=O